C(C1=CC=CC=C1)NC(CN1N=C(C=CC1=O)C=1SC(=CC1)C)=O N-benzyl-2-(3-(5-methylthiophen-2-yl)-6-oxopyridazin-1(6H)-yl)acetamide